3-(1-hydroxycyclopentyl)benzamide OC1(CCCC1)C=1C=C(C(=O)N)C=CC1